(S)-1,8-p-menthadien-7-ol C1(=CC[C@H](CC1)C(=C)C)CO